FC(C1=CC=C2CCCN(C2=C1)C=1N=C(N2C1C=NC=C2)C2COC2)F 7-(difluoromethyl)-1-(3-(oxetan-3-yl)imidazo[1,5-a]pyrazin-1-yl)-1,2,3,4-tetrahydroquinoline